1-(2-(Benzyloxy)ethyl)-4-methyl-1H-pyrazole-5-sulfonyl chloride C(C1=CC=CC=C1)OCCN1N=CC(=C1S(=O)(=O)Cl)C